N-(4-(chlorodifluoromethoxy)phenyl)-7-(pyrimidin-5-yl)-1H-benzo[d]Imidazole-5-carboxamide ClC(OC1=CC=C(C=C1)NC(=O)C1=CC2=C(NC=N2)C(=C1)C=1C=NC=NC1)(F)F